β-ethylpropylene CCC=CC